di(p-t-butylphenyl)methylene(cyclopentadienyl)(2,7-diphenyl-3,6-di-t-butylfluorenyl)zirconium dichloride [Cl-].[Cl-].C(C)(C)(C)C1=CC=C(C=C1)C(=[Zr+2](C1=C(C(=CC=2C3=CC(=C(C=C3CC12)C1=CC=CC=C1)C(C)(C)C)C(C)(C)C)C1=CC=CC=C1)C1C=CC=C1)C1=CC=C(C=C1)C(C)(C)C